C1(=CC=CC=C1)C(CC(C)=O)N=[N+]=[N-] 4-phenyl-4-azido-2-butanone